tri(triethylsilane) phosphate P(=O)(O)(O)O.C(C)[SiH](CC)CC.C(C)[SiH](CC)CC.C(C)[SiH](CC)CC